NC1=NC(=C(C=C1C=1C=C2CCNC(C2=CC1F)=O)C1=CC(=C(C=C1)N1CCN(CC1)C1CC1)CN(C)C)F 6-(2-amino-5-(4-(4-cyclopropylpiperazin-1-yl)-3-((dimethylamino)methyl)phenyl)-6-fluoropyridin-3-yl)-7-fluoro-3,4-dihydroisoquinolin-1(2H)-one